FC1=C(OC2=C(C=C(C(=C2)C)NS(=O)(=O)CC)C2=CC(=[N+](C(=C2)C)[O-])C)C=CC(=C1)F 4-(2-(2,4-Difluorophenoxy)-5-(ethylsulfonylamino)-4-methylphenyl)-2,6-dimethylpyridine 1-oxide